5-(tert-butyl) 1-ethyl ((S)-2-(3-(4-fLuorophenyl)ureido)-3,3-dimethylbutanoyl)-D-glutamate FC1=CC=C(C=C1)NC(N[C@H](C(=O)N[C@H](CCC(=O)OC(C)(C)C)C(=O)OCC)C(C)(C)C)=O